C(C)[C@]1(CC[C@@H]2[C@H]3CC[C@@]4([C@H](CC[C@H]4[C@@H]3CC[C@H]2C1)[C@](CN1N=CC(=C1)C#N)(C)O)C)O 1-((S)-2-((3R,5S,8R,9R,10S,13S,14S,17S)-3-ethyl-3-hydroxy-13-methylhexadecahydro-1H-cyclopenta[a]phenanthren-17-yl)-2-hydroxypropyl)-1H-pyrazole-4-carbonitrile